tert-Butyl [3-(2-{[(2S,5R)-6-benzyloxy-7-oxo-1,6-diazabicyclo[3.2.1]oct-2-yl]carbonyl}hydrazinyl)-3-oxopropyl]carbamate C(C1=CC=CC=C1)ON1[C@@H]2CC[C@H](N(C1=O)C2)C(=O)NNC(CCNC(OC(C)(C)C)=O)=O